3-hydroxy-2-(2,2,2-trifluoroacetyl)-1H-pyrido[3,2,1-kl]phenoxazin OC1=C(CN2C3=C1C=CC=C3OC=3C=CC=CC23)C(C(F)(F)F)=O